C1(CC1)C1=C(C(=NO1)C1=C(C=CC=C1)C(F)(F)F)C1=CC2(C1)CCN(CC2)C2=NC=C(C(=O)O)C=C2 6-(2-(5-Cyclopropyl-3-(2-(trifluoromethyl)phenyl)isoxazol-4-yl)-7-azaspiro[3.5]non-1-en-7-yl)nicotinic acid